COC(=O)C=1C=C2N=C(C=3N(C2=CC1)C=CN3)C3=C(C=C(C=C3)C(F)(F)F)F.CC=3C(=C(N)C=CC3)N3C=CC=C3 3-methyl-2-(1H-pyrrol-1-yl)aniline Methyl-4-(2-fluoro-4-(trifluoromethyl)phenyl)imidazo[1,2-a]quinoxaline-7-carboxylate